methyl 4-carbamoylbicyclo[2.2.2]octane-1-carboxylate C(N)(=O)C12CCC(CC1)(CC2)C(=O)OC